CP(=O)(C)C1=CCN(CC1)C(=O)OCC1=CC=CC=C1 benzyl 4-(dimethylphosphoryl)-5,6-dihydropyridine-1(2H)-carboxylate